C(OCCl)(OCCCCC)=O Chloromethyl Pentyl Carbonate